(S)-4,11-diethyl-9-hydroxy-3,14-dioxo-3,4,12,14-tetrahydro-1H-pyrano[3',4':6,7]indolizino[1,2-b]quinolin-4-yl (S)-4-((R)-4-amino-2-octanamido-4-oxobutanamido)pentanoate NC(C[C@H](C(=O)N[C@H](CCC(=O)O[C@@]1(C(OCC=2C(N3CC=4C(=NC=5C=CC(=CC5C4CC)O)C3=CC21)=O)=O)CC)C)NC(CCCCCCC)=O)=O